N1N=CC(=C1)C1=CC2=C(N(C=N2)C2=CC=C(C=C2)CC(=O)NC2=CC=NO2)C=C1 2-(4-(5-(1H-pyrazol-4-yl)-1H-benzo[d]imidazol-1-yl)phenyl)-N-(isoxazol-5-yl)acetamide